C(#N)CCOP(O[C@H]1[C@@H](O[C@@H]([C@H]1O)CO)N1C=NC=2C(N)=NC=NC12)N(C(C)C)C(C)C 2'-O-((2-cyanoethoxy)(diisopropylamino)phosphino)adenosine